FC(CN1C(=NC2=C1C=C(C=C2)C2=CNC=1N=C(N=C(C12)OC)NC1CC2(C1)CCN(CC2)C(C)=O)C)F 1-(2-((5-(1-(2,2-difluoroethyl)-2-methyl-1H-benzo[d]imidazol-6-yl)-4-methoxy-7H-pyrrolo[2,3-d]pyrimidin-2-yl)amino)-7-azaspiro[3.5]nonan-7-yl)ethan-1-one